bis(3,3,3-trifluoropropyl)ethoxysilane tert-butyl-(R)-3-((2-methylthiazolo[4,5-c]pyridin-4-yl)amino)piperidine-1-carboxylate C(C)(C)(C)OC(=O)N1C[C@@H](CCC1)NC1=NC=CC2=C1N=C(S2)C.FC(CC[SiH](OCC)CCC(F)(F)F)(F)F